C1=CC(=CC=C1C2=CC=C(C=C2)Br)C3=CC=C(C=C3)Br 4,4''-dibromoterphenyl